C(=O)O.C(C)C1=C(C(=O)NCCNC(=O)[C@H]2NC[C@@H](C2)O)C=CC(=C1)NC=1C=2N(C=CN1)C(=CN2)C=2C(=NNC2)C(F)(F)F (2S,4R)-N-[2-[[2-ethyl-4-[[3-[3-(trifluoromethyl)-1H-pyrazol-4-yl]imidazo[1,2-a]pyrazin-8-yl]amino]benzoyl]amino]ethyl]-4-hydroxypyrrolidine-2-carboxamide formate